6-Chloro-4-{4-[(2-fluoro-3-methylphenyl)methyl]piperazin-1-yl}-1-methyl-2-oxo-1,2-dihydro-1,5-naphthyridin-3-carbonitril ClC=1N=C2C(=C(C(N(C2=CC1)C)=O)C#N)N1CCN(CC1)CC1=C(C(=CC=C1)C)F